C1(CC1)NC(C1=CC(=C(C(=C1)C)O)C)=O N-cyclopropyl-4-hydroxy-3,5-dimethylbenzamide